tert-butyl (((1S,3S)-3-((2-(2,6-dioxopiperidin-3-yl)-1-oxoisoindolin-4-yl)(pentyl)amino)cyclohexyl)methyl)carbamate O=C1NC(CCC1N1C(C2=CC=CC(=C2C1)N([C@@H]1C[C@H](CCC1)CNC(OC(C)(C)C)=O)CCCCC)=O)=O